ClCCOCCOCCOCCOCCOCCOCCOCCOC 25-chloro-2,5,8,11,14,17,20,23-octaoxapentacosane